N-[2-(4-nitrophenoxy)ethyl]-N,N-dimethylamine [N+](=O)([O-])C1=CC=C(OCCN(C)C)C=C1